tetrakisnaphthylphosphonium tetrakis(perfluoronaphthyl)borate FC1=C(C2=C(C(=C(C(=C2C(=C1F)F)F)F)F)F)[B-](C1=C(C(=C(C2=C(C(=C(C(=C12)F)F)F)F)F)F)F)(C1=C(C(=C(C2=C(C(=C(C(=C12)F)F)F)F)F)F)F)C1=C(C(=C(C2=C(C(=C(C(=C12)F)F)F)F)F)F)F.C1(=CC=CC2=CC=CC=C12)[P+](C1=CC=CC2=CC=CC=C12)(C1=CC=CC2=CC=CC=C12)C1=CC=CC2=CC=CC=C12